N=1C(C2(C=C3C=CC=CC13)C=CC=1C=NC=NC1C2=O)=O 8H-spiro[quinazoline-7,3'-quinoline]-2',8-dione